2-[6-[rac-(3aS,7aR)-6-methyl-3,3a,4,5,7,7a-hexahydro-2H-pyrrolo[2,3-c]pyridin-1-yl]pyridazin-3-yl]-3-methyl-5-(trifluoromethyl)phenol CN1C[C@H]2[C@@H](CC1)CCN2C2=CC=C(N=N2)C2=C(C=C(C=C2C)C(F)(F)F)O |r|